6-(1,1-dimethylethyl)-4-ethylphenol CC(C)(C)C1=CC(=CC=C1O)CC